COC=1C(=C2C(=NC=NC2=CC1)N)N1[C@H]2CCN([C@H]2C1)C 6-methoxy-5-((1s,5s)-2-methyl-2,6-diazabicyclo[3.2.0]hept-6-yl)quinazolin-4-amine